NCCC=1C(=NC2=CC(=CC=C2C1)C1=NNC=C1)N (2-aminoethyl)-7-(1H-pyrazol-3-yl)quinolin-2-amine